(3S,4R,5R)-1-(((R)-1-(6-(trifluoromethyl)pyridin-2-yl)piperidin-3-yl)methyl)piperidine-3,4,5-triol FC(C1=CC=CC(=N1)N1C[C@H](CCC1)CN1C[C@@H](C([C@@H](C1)O)O)O)(F)F